C(C)[C@]1(C(N(C=2C=NC(=NC2N1C)NCC=1C=NN(C1)CC1=CC=C(C=C1)F)C)=O)C (7S)-7-ethyl-2-(((1-(4-fluorobenzyl)-1H-pyrazol-4-yl)methyl)amino)-5,7,8-trimethyl-7,8-dihydropteridin-6(5H)-one